(2R,5S)-1-(Bis(4-chlorophenyl)methyl)-2,5-dimethylpiperazine Hydrochloride Cl.ClC1=CC=C(C=C1)C(N1[C@@H](CN[C@H](C1)C)C)C1=CC=C(C=C1)Cl